C(CCCCCCCCCCCCCCC)(=O)[O-].[Sn+4].C(CCCCCCCCCCCCCCC)(=O)[O-].C(CCCCCCCCCCCCCCC)(=O)[O-].C(CCCCCCCCCCCCCCC)(=O)[O-] tin hexadecanoat